O=C(CC=O)C1=CC(=CC=C1)C(F)(F)F 3-OXO-3-[3-(TRIFLUOROMETHYL)PHENYL]PROPANAL